N-({5-chloro-6-[(4-methyl-1,3-oxazol-2-yl)methoxy]-2-indolyl}methyl)-1-pyrrolidinecarboxamide ClC=1C=C2C=C(NC2=CC1OCC=1OC=C(N1)C)CNC(=O)N1CCCC1